CC1=CC=C(CN2[C@@H](CCC2)C(=O)O)C=C1 N-(4-methyl-benzyl)-L-proline